ClC1=C(C(=O)NC2=NC=C(C=C2C)C#CC2=CC=CC=C2)C=C(C=C1)C(=O)N1CC(C1)(F)F 2-chloro-5-(3,3-difluoroazetidine-1-carbonyl)-N-[3-methyl-5-(2-phenylethynyl)-2-pyridyl]benzamide